C(C)(C)(C)OC(=O)N1C(=CC2=CC=CC=C12)[B] 1-(tert-butoxycarbonyl)-1H-indol-2-yl-boron